ethyl 4-bromo-1,5-naphthyridine-3-carboxylate BrC1=C(C=NC2=CC=CN=C12)C(=O)OCC